BrCC1=NC=CC2=CC=CC=C12 1-(bromomethyl)isoquinoline